O=C1NC(CCC1N1C(C2=CC=C(C=C2C1)C(=O)N[C@@H](C(F)(F)F)C1=CC=C(C=C1)OC1=CC=CC=C1)=O)=O 2-(2,6-dioxopiperidin-3-yl)-1-oxo-N-((R)-2,2,2-trifluoro-1-(4-phenoxyphenyl)ethyl)isoindoline-5-carboxamide